N[C@@H]1C2=CC=CC=C2CC12CCN(CC2)C2=CC=C(C(=C2C(=C)C2=NNCC2)OC)O (S)-6-(1-amino-1,3-dihydrospiro[indene-2,4'-piperidine]-1'-yl)-3-(1-(3-hydroxy-2-methoxyphenyl)vinyl)-1,5-dihydro-4H-pyrazole